NC=1C=CC(=C(C(=O)OC)C1)C=1C=NN(C1)C1CCC1 methyl 5-amino-2-(1-cyclobutylpyrazol-4-yl)benzoate